2-methyl-5,6,7,8-tetrahydroimidazo[1,2-a]pyridine-7-carboxylic acid methyl ester COC(=O)C1CC=2N(CC1)C=C(N2)C